C(C)OC(=O)[C@@H]1[C@@H]2CC[C@H]([C@H]12)O |&1:5| (±)-(1S,2R,5R)-2-hydroxybicyclo[3.1.0]hexane-6-carboxylic acid ethyl ester